(9R,14S)-14-[(E)-3-(5-Chloro-2-tetrazol-1-yl-phenyl)-acryloylamino]-5-methoxycarbonylamino-8,16,18-triaza-tricyclo[13.2.1.02,7]octadeca-1(17),2,4,6,15(18)-pentaene-9-carboxylic Acid ClC=1C=CC(=C(C1)/C=C/C(=O)N[C@H]1CCCC[C@@H](NC2=CC(=CC=C2C2=CNC1=N2)NC(=O)OC)C(=O)O)N2N=NN=C2